6-amino-7-fluoro-2H-benzo[b][1,4]oxazine NC1=CC2=C(OCC=N2)C=C1F